NC1=C2N=CN(C2=NC(=N1)N/N=C/C1=C(C=C(C=C1)C(F)(F)F)C(F)(F)F)[C@@H]1O[C@@H]([C@H]([C@H]1O)O)CO (2R,3R,4S,5R)-2-{6-amino-2-{2-[(E)-2,4-bis(trifluoromethyl)benzylidene]hydrazino}-9H-purin-9-yl}-5-(hydroxymethyl)tetrahydrofuran-3,4-diol